C1CCC(C[N+]12CCCCCC2)O 6-Azoniaspiro[5.6]dodecan-4-ol